CON(C(CCC1CCN(CC1)C(=O)OC(C)(C)C)=O)C tert-butyl 4-(3-(methoxy(methyl)amino)-3-oxopropyl)piperidine-1-carboxylate